8-(pyridin-2-yl)-1,4-dioxaspiro[4.5]decan-8-ylcarbamic acid methyl ester COC(NC1(CCC2(OCCO2)CC1)C1=NC=CC=C1)=O